S1C(=CC=C1)COC1=CC=CC(=N1)S(=O)(=O)NC(=O)C=1C(=NC=CC1)N1C(CC(C1)C)(C)C N-[[6-(2-Thienylmethoxy)-2-pyridyl]sulfonyl]-2-(2,2,4-trimethylpyrrolidin-1-yl)pyridin-3-carboxamid